N-[2-[4-(hydroxymethyl)cyclohexyl]-5-(1-hydroxy-1-methyl-ethyl)-1,3-benzothiazol-6-yl]-6-methyl-pyridine-2-carboxamide OCC1CCC(CC1)C=1SC2=C(N1)C=C(C(=C2)NC(=O)C2=NC(=CC=C2)C)C(C)(C)O